C1N(CCC2=CC=CC=C12)C[C@H](CN1C(C2=CC=C(C=C2C(C1)(C)C)N1CCN(CC1)C=O)=O)O 4-[2-[(2R)-3-(3,4-dihydro-1H-isoquinolin-2-yl)-2-hydroxy-propyl]-4,4-dimethyl-1-oxo-3H-isoquinolin-6-yl]piperazine-1-carbaldehyde